tert-Butyl (3-(4-bromo-1H-imidazol-1-yl)propyl)carbamate BrC=1N=CN(C1)CCCNC(OC(C)(C)C)=O